(3,3-difluorocyclobutyl) (3,5-difluorophenyl) ketone FC=1C=C(C=C(C1)F)C(=O)C1CC(C1)(F)F